tert-butyl ((2S,5R)-2-(5-(3-cis-(trifluoromethoxy)cyclobutyl)-1,3,4-oxadiazol-2-yl)-3-oxabicyclo[4.1.0]heptan-5-yl)carbamate FC(OC1(CCC1)C1=NN=C(O1)[C@@H]1C2CC2[C@H](CO1)NC(OC(C)(C)C)=O)(F)F